2-ethyl-1,6-dimethylcyclohex-4-ene-1,2-dicarboxylate C(C)C1(C(C(C=CC1)C)(C(=O)[O-])C)C(=O)[O-]